1-(3-fluorobicyclo[1.1.1]pentan-1-yl)-1H-pyrazole FC12CC(C1)(C2)N2N=CC=C2